C1(CCC1)N1C=C(C=2C1=NC=C(C2F)C(=O)OC)C methyl 1-cyclobutyl-4-fluoro-3-methylpyrrolo[2,3-b]pyridine-5-carboxylate